N-(4-{1-[(1H-indol-2-yl)carbonyl]piperidin-4-yl}butyl)-1H-pyrrolo[3,2-c]pyridine-2-carboxamide N1C(=CC2=CC=CC=C12)C(=O)N1CCC(CC1)CCCCNC(=O)C1=CC=2C=NC=CC2N1